C(C1=CC=CC=C1)OC=1C=C(C(=O)N)C(=CN1)\C=C\OCC (E)-2-(benzyloxy)-5-(2-ethoxyvinyl)isonicotinamide